(3-fluoroazetidin-3-yl)methyl-4-((3-isopropyl-5-(pyridin-4-yl)pyrazolo[1,5-a]pyrimidin-7-yl)amino)piperidine-1-carboxylate FC1(CNC1)COC(=O)N1CCC(CC1)NC1=CC(=NC=2N1N=CC2C(C)C)C2=CC=NC=C2